1-((2S,4R)-2-methyl-4-{[4-(5,6,7,8-tetrahydroimidazo[1,2-a]pyrazin-2-yl)phenyl]amino}-3,4-dihydroquinolin-1(2H)-yl)propan-1-one C[C@@H]1N(C2=CC=CC=C2[C@@H](C1)NC1=CC=C(C=C1)C=1N=C2N(CCNC2)C1)C(CC)=O